FC=1C=C2/C(/C(NC2=CC1)=O)=C/C1=CC=C(C=C1)C=1N=NN(C1)C1=C(C=CC=C1)Cl (Z)-5-fluoro-3-(4-(1-(2-chlorophenyl)-1H-1,2,3-triazol-4-yl)benzylidene)indolin-2-one